(S)-N-(3-chloro-2-fluorophenyl)-7-((1,3-dimethylpyrrolidin-3-yl)ethynyl)-6-nitroquinazolin-4-amine ClC=1C(=C(C=CC1)NC1=NC=NC2=CC(=C(C=C12)[N+](=O)[O-])C#C[C@]1(CN(CC1)C)C)F